o-dichloromethyl-Styrene ClC(C1=C(C=C)C=CC=C1)Cl